5-bromo-2-[(3aR,6aS)-2-methyl-3,3a,4,5,6,6a-hexahydro-1H-cyclopenta[c]pyrrol-5-yl]-1,3-benzothiazole BrC=1C=CC2=C(N=C(S2)C2C[C@@H]3[C@@H](CN(C3)C)C2)C1